C(#N)C=1N=CN(C1)CC1=CC(C(=C(N1CC)C1=CC(=C(C=C1)Cl)Cl)C(=O)OCC)=O ethyl 6-[(4-cyanoimidazol-1-yl)methyl]-2-(3,4-dichlorophenyl)-1-ethyl-4-oxo-pyridine-3-carboxylate